tert-butyl N-[5-(dimethylphosphoryl)pyridin-2-yl]-N-[3-(8-{[(3S,4R)-3-fluoro-1-methylpiperidin-4-yl]amino}-3-[(trifluoromethyl)sulfanyl]indolizin-2-yl)prop-2-yn-1-yl]carbamate CP(=O)(C)C=1C=CC(=NC1)N(C(OC(C)(C)C)=O)CC#CC=1C=C2C(=CC=CN2C1SC(F)(F)F)N[C@H]1[C@H](CN(CC1)C)F